(4-(2-(6-((7R)-7-amino-2-azabicyclo[2.2.1]heptane-2-carbonyl)-3-methylpyrazolo[1,5-a]pyridin-2-yl)-1-(cyclopropylmethyl)-1H-indol-7-yl)piperidin-1-yl)(thiophen-2-yl)methanone N[C@H]1C2N(CC1CC2)C(=O)C=2C=CC=1N(C2)N=C(C1C)C=1N(C2=C(C=CC=C2C1)C1CCN(CC1)C(=O)C=1SC=CC1)CC1CC1